2,4,6-trimethoxybenzenesulfonyl chloride COC1=C(C(=CC(=C1)OC)OC)S(=O)(=O)Cl